C1(CC1)N1CCN(CC1)C1CCN(CC1)C1=C(C=C(C(=C1)OC)NC1=NC=NC(=C1)N1OCC[C@@H]1C1=CC(=CC=C1)OC1=CC(=CC=C1)F)NC(C=C)=O (R)-N-(2-(4-(4-cyclopropylpiperazin-1-yl)piperidin-1-yl)-5-((6-(3-(3-(3-fluorophenoxy)phenyl)isoxazolidin-2-yl)pyrimidin-4-yl)amino)-4-methoxyphenyl)acrylamide